C(C1=CC=CC=C1)N(CC1=CC=CC=C1)C[C@@H](C(=O)OC)CC Methyl (S)-2-((dibenzylamino)methyl)butanoate